2-nitrotoluenesulfonyl chloride [N+](=O)([O-])C1=C(CS(=O)(=O)Cl)C=CC=C1